S(=O)(=O)([O-])[O-].C(C)N1C=[N+](C=C1)CC.C(C)N1C=[N+](C=C1)CC 1,3-diethylimidazolium sulfate